1-(3-hydroxypropoxy)cyclopropane-1-carboxylic acid benzyl ester C(C1=CC=CC=C1)OC(=O)C1(CC1)OCCCO